5-((5,7-difluoroquinolin-8-yl)methoxy)-2-fluoro-4-methoxyaniline FC1=C2C=CC=NC2=C(C(=C1)F)COC=1C(=CC(=C(N)C1)F)OC